OC(C)(C)C1=CC=C(C=C1)C=1C=C(C=C2C=C(C=NC12)C(=O)O)OC 8-(4-(2-hydroxypropan-2-yl)phenyl)-6-methoxyquinoline-3-carboxylic acid